FC=1C=NC(=NC1)N1C[C@@H](CC1)NC(OC(C)(C)C)=O tert-butyl N-[(3R)-1-(5-fluoropyrimidin-2-yl)pyrrolidin-3-yl]carbamate